N[C@@H](CCC(=O)[O-])C(=O)OO hydroxy glutamate